(S)-2-(4-((6-((1-(4-isopropylphenyl)ethyl)carbamoyl)-1,2-dimethyl-1H-indol-3-yl)methyl)phenoxy)-2-methylpropanoic acid C(C)(C)C1=CC=C(C=C1)[C@H](C)NC(=O)C1=CC=C2C(=C(N(C2=C1)C)C)CC1=CC=C(OC(C(=O)O)(C)C)C=C1